BrC1=CC(=C(C=C1)CN(S(=O)(=O)C1=CC=CC=C1)CC(OC)OC)Cl N-[(4-bromo-2-chloro-phenyl)methyl]-N-(2,2-dimethoxyethyl)benzenesulfonamide